C(C)(=O)O/N=C(\C1=CC(=CC=C1)CC(NS(=O)(=O)C1=CC(=CC=C1)NC(=O)C=1N=NN(C1)C)C=1SC2=C(N1)C=CC=C2)/N [(E)-[amino-[3-[2-(1,3-benzothiazol-2-yl)-2-[[3-[(1-methyltriazole-4-carbonyl)amino]phenyl]sulfonylamino]ethyl]phenyl]methylene]amino] acetate